Methyl 2-[acetyl(2-fluorobenzyl)amino]-4,7-dihydro-5H-spiro[1-benzothiophene-6,2'-[1,3]dioxolane]-3-carboxylate C(C)(=O)N(C=1SC2=C(C1C(=O)OC)CCC1(OCCO1)C2)CC2=C(C=CC=C2)F